1-methyl-4-[4-(5-methyl-1,3-benzoxazol-2-yl)piperidin-1-yl]-7-{[oxan-3-yl]oxy}-2-oxo-1,2-dihydroquinoline-3-carbonitrile CN1C(C(=C(C2=CC=C(C=C12)OC1COCCC1)N1CCC(CC1)C=1OC2=C(N1)C=C(C=C2)C)C#N)=O